2-((1-((1s,4S)-4-aminocyclohexyl)-2-methylpropan-2-yl)amino)-1-(3-fluorophenyl)ethan-1-ol NC1CCC(CC1)CC(C)(C)NCC(O)C1=CC(=CC=C1)F